C(#N)C1=C(OC=2C=C3C(=NC=NC3=CC2)OC2CC3(C2)CCN(CC3)C(=O)OC(C)(C)C)C(=CC=C1F)F tert-butyl 2-[6-(2-cyano-3,6-difluoro-phenoxy)quinazolin-4-yl]oxy-7-azaspiro[3.5]nonane-7-carboxylate